FC1=C(CC2=C(OCCN3CCOCC3)C(=CC(=C2)C)C)C=CC(=C1)F 4-(2-(2-(2,4-Difluorobenzyl)-4,6-dimethylphenoxy)ethyl)morpholine